COC1=C(C=C(C=2OCOC21)OC)CC(C)N 1-(4,7-dimethoxy-1,3-benzodioxol-5-yl)propan-2-amine